C(C1=CC=CC=C1)OC(CCCCCCCCCCC(=O)O)=O 12-(benzyloxy)-12-oxododecanoic acid